2-(2,4-dioxotetrahydropyrimidine-1(2H)-yl)-4-(piperazine-1-yl)isoindoline-1,3-dione O=C1N(CCC(N1)=O)N1C(C2=CC=CC(=C2C1=O)N1CCNCC1)=O